CC=1N=CSC1CCNC=1C2=CC=CC=C2N=C2CCCCC12 N-(2-(4-methylthiazol-5-yl)ethyl)-1,2,3,4-tetrahydroacridin-9-amine